cis-indene hydride [H-].C1C=CC2=CC=CC=C12